2(3H)phenylpropyl-furanone C=1(CCC=CC1)C(CC1C(OC=C1)=O)C